C(C)O[Si](C1=CC=C(C=C1)[Si](OCC)(OCC)OCC)(OCC)OCC 1,4-bis(triethoxysilyl)-benzene